OC(C)(C)C1=CC=C(COC=2C(C=C(OC2)CN2CC3=CC=CC=C3C2)=O)C=C1 5-((4-(2-hydroxypropan-2-yl)benzyl)oxy)-2-(isoindolin-2-ylmethyl)-4H-pyran-4-one